3-(4-Cyclohexylsulfonylphenyl)azetidine C1(CCCCC1)S(=O)(=O)C1=CC=C(C=C1)C1CNC1